6-(2-hydroxy-2-methylpropoxy)-4-(6-(4-(pyridin-2-ylmethyl)piperidin-1-yl)pyridin-3-yl)pyrazolo[1,5-a]pyridine-3-carbonitrile OC(COC=1C=C(C=2N(C1)N=CC2C#N)C=2C=NC(=CC2)N2CCC(CC2)CC2=NC=CC=C2)(C)C